CN1C2=C(OC[C@@H](C1=O)NC(=O)C1=NN3C(CCCC3C3CCOCC3)=N1)C=CC=C2 N-((S)-5-methyl-4-oxo-2,3,4,5-tetrahydrobenzo[b][1,4]oxazepin-3-yl)-5-(tetrahydro-2H-pyran-4-yl)-5,6,7,8-tetrahydro-[1,2,4]triazolo[1,5-a]pyridine-2-carboxamide